NC1=NC=CC(=C1)C(C(=O)OC)(C)C methyl 2-(2-aminopyridin-4-yl)-2-methylpropionate